4-(2-hydroxypropan-2-yl)-N-((5-(imidazo[1,2-a]pyridin-6-yl)-2,3-dihydro-1H-inden-4-yl)carbamoyl)thiophene-2-sulfonamide OC(C)(C)C=1C=C(SC1)S(=O)(=O)NC(NC1=C2CCCC2=CC=C1C=1C=CC=2N(C1)C=CN2)=O